COC1CNCCN1C 3-methoxy-4-methylpiperazin